octahydrocyclopenta[a]phenanthrene-3,11-dione C1CC(CC2CCC3C4CC=CC4=CC(C3=C12)=O)=O